1-naphthylbis(trichloromethyl)-s-triazine C1(=CC=CC2=CC=CC=C12)C1=NC(=NC(=N1)C(Cl)(Cl)Cl)C(Cl)(Cl)Cl